4-(5-bromo-2-methoxyphenoxy)tetrahydro-2H-thiopyran BrC=1C=CC(=C(OC2CCSCC2)C1)OC